C(C)(C)(C)C=1C=C(C=C(C1O)C(C)(C)C)CCC(=O)OCC(COC(CCC1=CC(=C(C(=C1)C(C)(C)C)O)C(C)(C)C)=O)(COC(CCC1=CC(=C(C(=C1)C(C)(C)C)O)C(C)(C)C)=O)COC(CCC1=CC(=C(C(=C1)C(C)(C)C)O)C(C)(C)C)=O pentaerythritol tetrakis-(3-(3,5-di-tert-butyl-4-hydroxy-phenyl)-propanoate)